FC1=C(C=C(C=C1)F)[C@H]1N(C[C@@H](CC1)NC(=O)OCC[Si](C)(C)C)C(=O)OCC1=CC=CC=C1 |r| rac-Benzyl (2S,5R)-2-(2,5-difluorophenyl)-5-(((2-(trimethylsilyl)ethoxy)carbonyl)amino)piperidine-1-carboxylate